tert-octylphenyl-α-naphthylamine C(C)(C)(CC(C)(C)C)N(C1=CC=CC2=CC=CC=C12)C1=CC=CC=C1